(Z)-5-chloro-2-hydroxy-3-((4-hydroxy-1-(4-hydroxyphenyl)-3-oxobutan-2-yl-imino)methyl)phenyl 4-methylbenzoate CC1=CC=C(C(=O)OC2=C(C(=CC(=C2)Cl)\C=N/C(CC2=CC=C(C=C2)O)C(CO)=O)O)C=C1